CC(CCOC=1C=C(C=C(C1)F)C1=C(N=C(S1)NS(=O)(=O)C1=CC(=CC=C1)[N+](=O)[O-])C1=C(C=CC=C1C)C)(C)C N-[5-[3-(3,3-dimethylbutoxy)-5-fluoro-phenyl]-4-(2,6-dimethylphenyl)thiazol-2-yl]-3-Nitro-benzenesulfonamide